3-(2-((2-chlorobenzyl)thio)-5-cyano-6-oxo-1,6-dihydropyrimidin-4-yl)-N-methylbenzamide ClC1=C(CSC=2NC(C(=C(N2)C=2C=C(C(=O)NC)C=CC2)C#N)=O)C=CC=C1